ClC1=C(C=C(C(=C1)F)N1C(N(C(=CC1=O)C(F)(F)F)C)=O)\C=N\O[C@@H](C(=O)OC)C methyl (2R)-2-{[(E)-({2-chloro-4-fluoro-5-[3-methyl-2,6-dioxo-4-(trifluoromethyl)-3,6-dihydropyrimidine-1(2H)-yl]phenyl}methylidene)amino]oxy}propanoate